(R)-benzyl 2-hydroxypropionate O[C@@H](C(=O)OCC1=CC=CC=C1)C